CC1=C(C=CC(=C1)N1CCN(CC1)C)NC1=NC=C(C(=N1)NCCCN1C(CCC1)=O)C(F)(F)F 1-(3-((2-((2-methyl-4-(4-methylpiperazin-1-yl)phenyl)amino)-5-(trifluoromethyl)pyrimidin-4-yl)amino)propyl)pyrrolidin-2-one